BrC1=C(C(=CC(=C1)C(C(F)(F)F)(C(F)(F)F)F)C(F)(F)F)NC(C1=C(C(=CC=C1)N1OC2=C(C=NC(=C2)C#N)C1=O)F)=O N-(2-bromo-4-(perfluoropropan-2-yl)-6-(trifluoromethyl)phenyl)-2-fluoro-3-(6-cyano-3-oxoisoxazolo[4,5-c]pyridin-2(3H)-yl)benzamide